BrC1=C(C(=CC(=C1)C(C(F)(F)F)(C(F)(F)F)F)C(F)(F)F)NC(C1=C(C(=CC=C1)N(C(C1=CC=C(C=C1)C#N)=O)CC1CC1)F)=O N-(2-Bromo-4-(perfluoropropan-2-yl)-6-(trifluoromethyl)phenyl)-3-(4-cyano-N-(cyclopropylmethyl)benzamido)-2-fluorobenzamid